1,4'-Bipiperidine-1'-carboxic acid N1(CCCCC1)C1CCN(CC1)C(=O)O